N-(1-cyanocyclopropyl)-4-(methylthio)-9H-pyrimido[4,5-b]indole-7-sulfonamide C(#N)C1(CC1)NS(=O)(=O)C1=CC=C2C3=C(NC2=C1)N=CN=C3SC